(2s,4s)-2-(4-(2-Chlorophenyl)piperidine-1-carbonyl)-7-oxa-5-azaspiro[3.4]octan ClC1=C(C=CC=C1)C1CCN(CC1)C(=O)C1CC2(C1)NCOC2